5-(2,2-Difluorocyclopropyl)-2-(4-fluoro-2-methylphenoxy)-N-(2-methoxypyridin-4-yl)-4-(trifluoromethyl)benzamide FC1(C(C1)C=1C(=CC(=C(C(=O)NC2=CC(=NC=C2)OC)C1)OC1=C(C=C(C=C1)F)C)C(F)(F)F)F